2-{[5-({2-[(carboxymethyl)carbamoyl]-1,3-dioxo-2,3-dihydro-1H-inden-5-yl}sulfonyl)-1,3-dioxo-2,3-dihydro-1H-inden-2-yl]formamido}acetic acid C(=O)(O)CNC(=O)C1C(C2=CC=C(C=C2C1=O)S(=O)(=O)C=1C=C2C(C(C(C2=CC1)=O)C(=O)NCC(=O)O)=O)=O